Cl.FC1=CC=C(C=C1)N1C(=CC2=CC=CC=C12)C(=O)NCCNC1CCNCC1 (4-fluorophenyl)-N-(2-(piperidin-4-ylamino)ethyl)-1H-indole-2-carboxamide hydrochloride